C(C=C)(=O)NCCC[N+](CCS(=O)(=O)[O-])(C)C 2-((3-acrylamidopropyl)dimethylammonio)ethane-1-sulphonate